[3-[(5-fluoro-2-pyridyl)amino]-1-(2,2,2-trifluoroethyl)pyrazolo[4,3-c]pyridin-6-yl]-[(2R)-2-(2-hydroxy-2-methyl-propyl)pyrrolidin-1-yl]methanone FC=1C=CC(=NC1)NC1=NN(C2=C1C=NC(=C2)C(=O)N2[C@H](CCC2)CC(C)(C)O)CC(F)(F)F